phenyl (difluoromethyl) disulfide FC(F)SSC1=CC=CC=C1